1-((2R,5S)-4-(7-(3-amino-5-methyl-1H-indazol-4-yl)-6-chloro-8-fluoro-2-(1-methyl-1H-pyrazol-4-ylamino)quinazolin-4-yl)-2,5-dimethylpiperazin-1-yl)prop-2-en-1-one NC1=NNC2=CC=C(C(=C12)C1=C(C=C2C(=NC(=NC2=C1F)NC=1C=NN(C1)C)N1C[C@H](N(C[C@@H]1C)C(C=C)=O)C)Cl)C